1,3-bis(3-mercaptopropyl)-2-benzimidazolone SCCCN1C(N(C2=C1C=CC=C2)CCCS)=O